CC=1CC2=C(C=CC=C2C1)C1=C(C=C(C(=C1)C)C)C 2-methyl-7-(2,4,5-trimethylphenyl)-1H-indene